N1=C(C=CC2=CC=C(N=C12)C#N)C#N naphthyridine-2,7-dicarbonitrile